COC(C1=CC(=C(C=C1)OC)S(=O)(=O)Cl)=O methyl-3-(chlorosulfonyl)-4-methoxybenzoate